2-(4-chlorophenyl)cyclohexanone tert-butyl-3-[(1Z)-3-ethoxy-3-oxo-2-[(trimethylsilyl)oxy]prop-1-en-1-yl]azetidine-1-carboxylate C(C)(C)(C)OC(=O)N1CC(C1)\C=C(\C(=O)OCC)/O[Si](C)(C)C.ClC1=CC=C(C=C1)C1C(CCCC1)=O